(3-Hydroxyphenyl)-2-(methylamino)ethan-1-one hydrochloride Cl.OC=1C=C(C=CC1)C(CNC)=O